2-(aminomethyl)-6,7-Dihydrothiazolo[5,4-c]pyridine NCC=1SC=2C=NCCC2N1